OC(CCCCCCCCCCC(=O)OC(CCCCC)CCCCC)CCCCCC Undec-6-yl 12-Hydroxystearate